C1(=CC=CC=C1)COC(=O)N1C(C2(C[C@H]1C)NC(COC2)=O)CC=2C(=C(C=CC2)C2=C(C=CC=C2)CCCC(=O)O)F 4-(3'-{[(3R)-2-[(phenylmethoxy)carbonyl]-3-methyl-7-oxo-9-oxa-2,6-diazaspiro[4.5]dec-1-yl]methyl}-2'-fluoro-[1,1'-biphenyl]-2-yl)butanoic acid